4-phenyl-α-trifluoromethylstyrene C1(=CC=CC=C1)C1=CC=C(C(=C)C(F)(F)F)C=C1